methyl-1H-pyrazole-4-carboxylic acid sodium salt [Na+].CN1N=CC(=C1)C(=O)[O-]